2-methyl-N-(1-(2-(1-methyl-1H-pyrazol-4-yl)-6-(thiophen-2-yl)pyridin-4-yl)ethyl)-5-(4-methylpiperazin-1-yl)benzamide CC1=C(C(=O)NC(C)C2=CC(=NC(=C2)C=2SC=CC2)C=2C=NN(C2)C)C=C(C=C1)N1CCN(CC1)C